2-tert-butyl-6-[1-(3-tert-butyl-2-hydroxy-5-methylphenyl) ethyl]4-Methylphenylacrylate C(C)(C)(C)C1=C(C(=CC(=C1)C)C(C)C1=C(C(=CC(=C1)C)C(C)(C)C)O)OC(C=C)=O